ClC1=CC(=C(COC=2C(=C(C=CC2)C2=CCN(CC2)CC2=NC3=C(N2C[C@H]2OCC2)C=C(C=C3)C(=O)O)F)C=C1)F (S)-2-((4-(3-(4-chloro-2-fluorobenzyloxy)-2-fluorophenyl)-5,6-dihydropyridin-1(2H)-yl)methyl)-1-(oxetan-2-ylmethyl)-1H-benzo[d]imidazole-6-carboxylic acid